CC1N(CCN(C1)C(=O)O)C(=O)O 2-methylpiperazine-1,4-dicarboxylic acid